quinolinyl-quinazoline N1=C(C=CC2=CC=CC=C12)C1=NC2=CC=CC=C2C=N1